3-(5-(((1R,2S)-2-((2-(2-chlorophenoxy)ethyl)amino)cyclohexyl)methyl)-1-oxoisoindolin-2-yl)piperidine-2,6-dione ClC1=C(OCCN[C@@H]2[C@H](CCCC2)CC=2C=C3CN(C(C3=CC2)=O)C2C(NC(CC2)=O)=O)C=CC=C1